CC1(CCN(CC1)C1=CC=C(N=N1)N1N=NC2=C1C(=C(C(=C2)F)O)F)C 1-(6-(4,4-Dimethylpiperidin-1-yl)pyridazin-3-yl)-5,7-difluoro-1H-benzo[d][1,2,3]triazol-6-ol